N-ethyl-N-(2-(4-methoxy-1H-indol-3-yl)ethyl)butan-2-amine C(C)N(C(C)CC)CCC1=CNC2=CC=CC(=C12)OC